2-((6aR,10aR)-1-hydroxy-6,6,9-trimethyl-6a,7,10,10a-tetrahydro-6H-benzo[c]chromen-3-yl)propanoic acid OC1=C2[C@H]3[C@H](C(OC2=CC(=C1)C(C(=O)O)C)(C)C)CC=C(C3)C